tert-butyl 4-(7-(2,3-dichloro-6-methoxyphenyl)imidazo[1,2-a]pyridine-2-carbonyl)piperazine-1-carboxylate ClC1=C(C(=CC=C1Cl)OC)C1=CC=2N(C=C1)C=C(N2)C(=O)N2CCN(CC2)C(=O)OC(C)(C)C